2-[(3R)-3-aminopyridin-1-yl]ethanol NC=1CN(C=CC1)CCO